NC=1C=CC(=C(C1)C(C)(C)O)C(F)(F)F 2-(5-amino-2-(trifluoromethyl)phenyl)propan-2-ol